CC(C)(CCCC(CC)C)O 2,6-DIMETHYL-2-OCTANOL